CP(OCC)(OCC)=O methylphosphonic acid, diethyl ester